O[C@]1([C@@H](CCC1)N1C(C(=CC2=C1N=CN=C2)C#C[Si](C)(C)C)=O)C 8-((1R,2R)-2-hydroxy-2-methylcyclopentyl)-6-((trimethylsilyl)ethynyl)pyrido[2,3-d]pyrimidin-7(8H)-one